FC(COC)(OC1=CC(=CC=2N(C=NC21)C)C(=O)O)F 4-(1,1-difluoro-2-methoxyethoxy)-1-methyl-1H-benzo[d]imidazole-6-carboxylic acid